OCC1CCC(CC1)N1C(=NC2=C1C=CC(=C2)N2CCN(CC2)C2CCNCC2)NC(C2=CC(=CC=C2)C(F)(F)F)=O N-(1-((1s,4s)-4-(hydroxymethyl)cyclohexyl)-5-(4-(piperidin-4-yl)piperazin-1-yl)-1H-benzo[d]imidazol-2-yl)-3-(trifluoromethyl)benzamide